tert-butyl 3-(7-(2-((tert-butoxy carbonyl) amino)-3-cyano-7-fluorobenzo[b]thiophen-4-yl)-2,8-difluoroquinazolin-4-yl)-3,8-diazabicyclo[3.2.1]octane-8-carboxylate C(C)(C)(C)OC(=O)NC1=C(C2=C(S1)C(=CC=C2C2=CC=C1C(=NC(=NC1=C2F)F)N2CC1CCC(C2)N1C(=O)OC(C)(C)C)F)C#N